copper-samarium-tungsten [W].[Sm].[Cu]